FC=1C=C2C(=NC1)N(C=C2C2=NC(=CC(=N2)NC2C(C1CCC2CC1)C(=O)OC)C1=C(C=CC=C1)F)S(=O)(=O)C1=CC=C(C)C=C1 (+/-)-trans-methyl 3-((2-(5-fluoro-1-tosyl-1H-pyrrolo[2,3-b]pyridin-3-yl)-6-(2-fluorophenyl) pyrimidin-4-yl)amino)bicyclo[2.2.2]octane-2-carboxylate